BrC1=C(C=CC=C1C(F)(F)F)F 2-bromo-1-fluoro-3-(trifluoromethyl)benzene